N(=C=O)CCCCCCCCCC1C=CC(C(C1C=CCCCCC)C=CCCCCC)CCCCCCCCCN=C=O 3,6-Bis-(9-isocyanatononyl)-4,5-di-(1-heptenyl)cyclohexen